2-oxabicyclo[2.2.2]octane-4-carbonitrile C12OCC(CC1)(CC2)C#N